C(C)N(C=1C=C(C=CC1)C(NC(CCC)=O)C1=CC(=C2C=CC=NC2=C1O)C)CC N-((3-(diethylamino)phenyl)(8-hydroxy-5-methylquinolin-7-yl)methyl)butyramide